FC=1C=CC=C2C=C(OC(C12)=O)CCC(=O)O 3-(8-fluoro-1-oxo-1H-isochromen-3-yl)propionic acid